(Z)-6-carbamoyl-3-((E)-4-(5-carbamoyl-7-(3-hydroxypropoxy)-2-(5-methylpyrazolo[1,5-a]pyrimidine-7-carboxamido)-1H-benzo[d]imidazol-1-yl)but-2-en-1-yl)-4-methoxybenzo[d]thiazol C(N)(=O)C1=CC2=C(N(CS2)C\C=C\CN2C(=NC3=C2C(=CC(=C3)C(N)=O)OCCCO)NC(=O)C3=CC(=NC=2N3N=CC2)C)C(=C1)OC